OC=1C=C(C=CC1OC1=CC(=C(C(=C1)OC)O)OC)C=1CCOC1C (4S,5S)-4-(3-hydroxy-4-(4-hydroxy-3,5-dimethoxyphenoxy)phenyl)-5-methyl-dihydrofuran